sodium methyl benzenedisulfonate C=1(C(=CC=CC1)S(=O)(=O)[O-])S(=O)(=O)OC.[Na+]